((2-allyl-4-fluorophenyl)amino)-6-(trifluoromethyl)nicotinic acid C(C=C)C1=C(C=CC(=C1)F)NC1=C(C(=O)O)C=CC(=N1)C(F)(F)F